N(C(=N)N)CCC[C@@H](C(=O)N1CCN(CC1)C(CCCCC(=O)O)=O)NS(=O)(=O)C1=CC2=CC=CC=C2C=C1 (S)-6-(4-(5-guanidino-2-(naphthalene-2-sulfonamido)pentanoyl)piperazin-1-yl)-6-oxohexanoic acid